COCCC1(NC2=C(NC1=O)C=NC1=C2C=CN1S(=O)(=O)C1=CC=CC=C1)C 2-(2-methoxyethyl)-2-methyl-7-(benzenesulfonyl)-1,2,4,7-tetrahydro-3H-pyrrolo[3',2':5,6]pyrido[3,4-b]pyrazin-3-one